OP(O)OP(O)O.CC1=CC=C(C=C1)C(C(C(O)(CCCCCCCC)C1=CC=CC=C1)(CO)CO)(O)C 4-methylphenyl-methyl-phenyl-octyl-pentaerythritol diphosphite